6-((2-bromothiazol-5-yl)methyl)-4-methyl-2-(methylsulfanyl)-4H-thiazolo[5',4':4,5]pyrrolo[2,3-d]pyridazin-5(6H)-one BrC=1SC(=CN1)CN1N=CC2=C(C1=O)N(C1=C2SC(=N1)SC)C